2-fluoro-6-[(4-fluoro-3-hydroxybenzyl)amino]-9-(tetrahydrofuran-2-yl)-9H-purine FC1=NC(=C2N=CN(C2=N1)C1OCCC1)NCC1=CC(=C(C=C1)F)O